1,3,5-trimethyl-2,4,5-tris(3',5'-di-tert-butyl-4'-hydroxybenzyl)benzene methyl-4-(5-(3,5-dimethylisoxazol-4-yl)-1-tosyl-1H-pyrrolo[2,3-b]pyridin-3-yl)-2,2-dimethylbut-3-ynoate COC(C(C#CC1=CN(C2=NC=C(C=C21)C=2C(=NOC2C)C)S(=O)(=O)C2=CC=C(C)C=C2)(C)C)=O.CC=2C(=C(C(C(C2)(CC2=CC(=C(C(=C2)C(C)(C)C)O)C(C)(C)C)C)CC2=CC(=C(C(=C2)C(C)(C)C)O)C(C)(C)C)C)CC2=CC(=C(C(=C2)C(C)(C)C)O)C(C)(C)C